(2R,4R)-1-(3-chloro-2-fluorobenzyl)-4-((6-cyclobutyl-5-fluoro-2-((5-methyl-1H-pyrazol-3-yl)amino)pyrimidin-4-yl)methyl)-2-methylpiperidine-4-carboxylic acid ClC=1C(=C(CN2[C@@H](C[C@@](CC2)(C(=O)O)CC2=NC(=NC(=C2F)C2CCC2)NC2=NNC(=C2)C)C)C=CC1)F